CC1(OB(OC1(C)C)C=1C=NN(C1)CCC#N)C 4-(4,4,5,5-tetramethyl-1,3,2-dioxaborolan-2-yl)-1H-pyrazole-1-propionitrile